Cl.Cl.Cl.C(C)O ethanol-Tris-HCl